N[C@@H](C(=O)OC)CCCOC1=C(C(=C(C=C1)Cl)Cl)CN1C2=NC=NC(=C2N=C1)N Methyl (R)-2-amino-5-(2-((6-amino-9H-purin-9-yl)methyl)-3,4-dichlorophenoxy)pentanoat